CO[Si](OC)(OC)CCCNCC(C)C(=O)OCCC[Si](OC)(OC)OC (trimethoxysilylpropyl)-(trimethoxysilylpropoxycarbonyl-(methyl)ethyl)amine